C(C)(C)(C)OC(=O)C=1N2C(CC2SCC1[C@H]1OCCC1)=O 8-oxo-3-((S)-tetrahydrofuran-2-yl)-5-thia-1-azabicyclo[4.2.0]oct-2-ene-2-carboxylic acid tert-butyl ester